C1=CC=C2C(=C1)C(=CN2)CC(=O)NC(CCC(=O)O)C(=O)O The molecule is an indoleacetic acid amide conjugate obtained by formal condensation of the carboxy group of indole-3-acetic acid with the amino group of glutamic acid. It is a N-acylglutamic acid and an indoleacetic acid amide conjugate. It derives from an indole-3-acetic acid. It is a conjugate acid of a N-(indole-3-acetyl)glutamate(2-).